(2-fluoro-6-((3-fluoro-3-methylazetidin-1-yl)methyl)phenyl)methylamine FC1=C(C(=CC=C1)CN1CC(C1)(C)F)CN